C1NCC12COC(OC2)CCN(C2=CC=C(C#N)C=C2)CC=2C=NC(=CC2)C 4-((2-(6,8-dioxa-2-azaspiro[3.5]nonan-7-yl)ethyl)((6-methylpyridin-3-yl)methyl)amino)benzonitrile